(S)-2-(4-((2,3-dihydrobenzo[b][1,4]dioxin-5-yl)methyl)-2-(2-isopropylphenyl)piperazin-1-yl)-7-azaspiro[3.5]nonane O1C2=C(OCC1)C(=CC=C2)CN2C[C@@H](N(CC2)C2CC1(C2)CCNCC1)C1=C(C=CC=C1)C(C)C